FC(C1(CC1)CN)F (1-(difluoromethyl)cyclopropyl)methanamine